benzo[b][1,4]diazepine-7-carboxylate N=1C=2C(=NC=CC1)CC(=CC2)C(=O)[O-]